((4-(6-(4-chlorophenyl)-2-(1-methyl-1H-pyrazol-4-yl)pyrimidin-4-yl)piperazin-1-yl)sulfonyl)ethanol ClC1=CC=C(C=C1)C1=CC(=NC(=N1)C=1C=NN(C1)C)N1CCN(CC1)S(=O)(=O)C(C)O